2-(3-methylbutan-2-yl)-6-phenyl-N4-(pyridin-4-yl)-1,3,5-triazine-2,4-diamine CC(C(C)C1(NC(=NC(=N1)NC1=CC=NC=C1)C1=CC=CC=C1)N)C